6-chloro-5-(2-fluorophenyl)-7-iodo-1,3-dihydro-1,4-benzodiazepin-2-one ClC1=C(C=CC2=C1C(=NCC(N2)=O)C2=C(C=CC=C2)F)I